2-Cyclopentyl-1-[(2R,4R)-2-methyltetrahydro-2H-pyran-4-yl]-1H-imidazo[4,5-c]chinolin-8-carbonitril C1(CCCC1)C=1N(C2=C(C=NC=3C=CC(=CC23)C#N)N1)[C@H]1C[C@H](OCC1)C